16β-methyl-17a,21-dihydroxypregna-1,4-diene-3,11,20-trione C[C@@H]1[C@](C(CO)=O)([C@]2(CC([C@@H]3[C@]4(C=CC(C=C4CC[C@H]3[C@@H]2C1)=O)C)=O)C)O